(6-bromo-2,3-dihydro-1-benzofuran-3-yl)-1-methyl-1H-pyrazole-5-carboxamide BrC1=CC2=C(C(CO2)C2=NN(C(=C2)C(=O)N)C)C=C1